butyl vinyloctadecanoate C(=C)C(C(=O)OCCCC)CCCCCCCCCCCCCCCC